N-[6-[4-methyl-3-(trifluoromethoxy)phenoxy]-3-pyridyl]-3-nitro-pyridin-2-amine CC1=C(C=C(OC2=CC=C(C=N2)NC2=NC=CC=C2[N+](=O)[O-])C=C1)OC(F)(F)F